2-(2-(1H-pyrazol-1-yl)phenyl)-2-(3-((5-(5,6,7,8-tetrahydro-1,8-naphthyridin-2-yl)pentyl)oxy)azetidin-1-yl)acetic acid N1(N=CC=C1)C1=C(C=CC=C1)C(C(=O)O)N1CC(C1)OCCCCCC1=NC=2NCCCC2C=C1